tert-butyl N-[(3S)-1-{5-chloro-7-[6-(methoxymethoxy)-2-methylindazol-5-yl]-1,8-naphthyridin-3-yl}pyrrolidin-3-yl]-N-ethylcarbamate ClC1=C2C=C(C=NC2=NC(=C1)C1=CC2=CN(N=C2C=C1OCOC)C)N1C[C@H](CC1)N(C(OC(C)(C)C)=O)CC